FC1=C(C=CC(=C1)F)S(=O)(=O)NC=1C(=NC=C(C1)C=1C=C2C(=CN=NC2=CC1)N1CCN(CC1)C(C=CC(C)=O)=O)OC 2,4-difluoro-N-(2-methoxy-5-(4-(4-(4-oxopent-2-enoyl)piperazin-1-yl)cinnolin-6-yl)pyridin-3-yl)benzenesulfonamide